C(C)(C)(C)OC(=O)NC1=CC(=C(OC=2C3=C(N=CN2)N(C=C3C(=O)O)COCC[Si](C)(C)C)C(=C1)F)F 4-(4-((tert-butoxycarbonyl)amino)-2,6-difluorophenoxy)-7-((2-(trimethylsilyl)ethoxy)methyl)-7H-pyrrolo[2,3-d]Pyrimidine-5-carboxylic acid